tert-butyl (2-(1-(2-cyanoethyl)piperidin-4-yl)ethyl)carbamate C(#N)CCN1CCC(CC1)CCNC(OC(C)(C)C)=O